NC1=C(C(=NN1C1CCOCC1)C1=CC(=C(C(=C1)F)CNC(C1=C(C=CC(=C1)F)OC)=O)F)C#N N-[[4-(5-amino-4-cyano-1-tetrahydropyran-4-ylpyrazol-3-yl)-2,6-difluoro-phenyl]methyl]-5-fluoro-2-methoxy-benzamide